FC(S(=O)(=O)OC1=CC2=C(N(CC(N(S2(=O)=O)C)CCCC)C2=CC=CC=C2)C=C1OC)(F)F 3-butyl-7-methoxy-2-methyl-1,1-dioxido-5-phenyl-2,3,4,5-tetrahydro-1,2,5-benzothiadiazepin-8-yl trifluoromethanesulfonate